6-[(6-aminopyrimidin-4-yl)amino]-8-chloro-3,3-dimethyl-2H-imidazo[1,5-a]pyridine-1,5-dione hydrochloride Cl.NC1=CC(=NC=N1)NC1=CC(=C2N(C1=O)C(NC2=O)(C)C)Cl